1,3-di-iso-propoxy-1,3-dimethyl-1,3-disilacyclobutane C(C)(C)O[Si]1(C[Si](C1)(C)OC(C)C)C